C(#N)C1=CC(=C(C=C1)C1OC2=C(C=CC=C2C(=C1)F)C1CCN(CC1)CC1=NC=2C(=NC(=CC2)C(=O)O)N1CC1(CC1)CF)F 2-((4-(2-(4-cyano-2-fluorophenyl)-4-fluoro-2H-chromene-8-yl)piperidin-1-yl)methyl)-3-((1-(fluoromethyl)cyclopropyl)methyl)-3H-imidazo[4,5-b]pyridine-5-carboxylic acid